N-(2-methoxy-3-(1-methyl-6-((5-methylthiazol-2-yl)amino)-1H-pyrrolo[3,2-c]pyridin-4-yl)phenyl)acrylamide COC1=C(C=CC=C1C1=NC(=CC2=C1C=CN2C)NC=2SC(=CN2)C)NC(C=C)=O